O(C1=CC=CC=C1)CC(=O)OC(COC1=CC=CC=C1)=O (2-phenoxyacetyl)2-phenoxyacetate